2-bromo-4-cyano-N-[(methylsulfamoyl)-amino]-benzamide BrC1=C(C(=O)NNS(NC)(=O)=O)C=CC(=C1)C#N